COC1=C(C=CC(=C1)S(=O)(=O)C)NCC#CC=1N(C=2C=CC=C(C2C1)NC1CCC(CC1)N1CC(CC1)OC)CC(F)(F)F 2-(3-((2-methoxy-4-(methylsulfonyl)phenyl)amino)prop-1-yn-1-yl)-N-((1R,4R)-4-(3-methoxypyrrolidin-1-yl)cyclohexyl)-1-(2,2,2-trifluoroethyl)-1H-indol-4-amine